4-(N-isopropyl-2-(1-phenyl-1H-pyrazol-4-yl)thiazole-4-carboxamido)piperidine-1-carboxylate C(C)(C)N(C(=O)C=1N=C(SC1)C=1C=NN(C1)C1=CC=CC=C1)C1CCN(CC1)C(=O)[O-]